C(C)(C)(C)[Si](OC(C)(C)C1=C(C(=NC(=C1)C(=C[N+](=O)[O-])C(F)(F)F)C1=CC=C(C=C1)F)F)(C)C 4-(2-((tert-butyldimethyl-silyl)oxy)propan-2-yl)-3-fluoro-2-(4-fluorophenyl)-6-(3,3,3-trifluoro-1-nitroprop-1-en-2-yl)pyridine